FC(OC=1C(=NC=NC1)OC)F 5-(difluoromethoxy)-4-methoxy-pyrimidin